3,3,3-trifluoro-N-(5-(2-(((1r,4r)-4-((2-fluoro-ethyl)(methyl)amino)-cyclohexyl)amino)-8-isopropyl-7-oxo-7,8-dihydropteridin-6-yl)-pyridin-2-yl)propane-1-sulfonamide FC(CCS(=O)(=O)NC1=NC=C(C=C1)C1=NC=2C=NC(=NC2N(C1=O)C(C)C)NC1CCC(CC1)N(C)CCF)(F)F